3-(4-((tert-butyldimethylsilyl)oxy)phenyl)-3-morpholino-7-(trifluoro-methyl)indolin-2-one [Si](C)(C)(C(C)(C)C)OC1=CC=C(C=C1)C1(C(NC2=C(C=CC=C12)C(F)(F)F)=O)N1CCOCC1